((6-cyano-5-(4-methyltetrahydro-2H-pyran-4-yl)pyridin-2-yl)amino)-4-(7-fluoroimidazo[1,2-a]pyridin-3-yl)-1-oxoisoindoline-2-carboxylic acid tert-butyl ester C(C)(C)(C)OC(=O)N1C(C2=CC=CC(=C2C1NC1=NC(=C(C=C1)C1(CCOCC1)C)C#N)C1=CN=C2N1C=CC(=C2)F)=O